FC=1C(=C(C=C(C1)F)[C@@H]1C2=C(NC(=C1C(=O)OC)CF)COC2=O)C(F)(F)F methyl (R)-4-(3,5-difluoro-2-(trifluoromethyl) phenyl)-2-(fluoromethyl)-5-oxo-1,4,5,7-tetrahydrofuro[3,4-b]pyridine-3-carboxylate